1,1,2,3,3,6-Hexamethyl-5-indanyl-methylketon CC1(C(C(C2=CC(=C(C=C12)C)CC(=O)CC=1C=C2C(C(C(C2=CC1C)(C)C)C)(C)C)(C)C)C)C